N(=O)C1=C(N(C)C)C=CC=C1 nitroso-N,N-dimethylaniline